4-chloro-N-(1-(5-(2-((dimethylamino)methyl)phenyl)thiophen-2-yl)ethyl)-6,7-dimethoxyphthalazin-1-amine ClC1=NN=C(C2=CC(=C(C=C12)OC)OC)NC(C)C=1SC(=CC1)C1=C(C=CC=C1)CN(C)C